4-(difluoromethyl)-2-((4-methoxybenzyl)amino)nicotinonitrile FC(C1=CC=NC(=C1C#N)NCC1=CC=C(C=C1)OC)F